(S)-2-(2,6-dichloro-4-(3-fluorobenzylcarbamoyl)benzamido)-3-(3-((R)-2,3-dihydro-1H-inden-1-yl)ureido)propanoic acid ClC1=C(C(=O)N[C@H](C(=O)O)CNC(=O)N[C@@H]2CCC3=CC=CC=C23)C(=CC(=C1)C(NCC1=CC(=CC=C1)F)=O)Cl